3,4-dimethoxy-1,2,5-thiadiazole-1,1-dioxide COC1=NS(N=C1OC)(=O)=O